tert-butyl 2-(2-(1-methylcyclopropyl)phenyl)acetate CC1(CC1)C1=C(C=CC=C1)CC(=O)OC(C)(C)C